ClC1=C(C=C(OCC(=O)NC23CC(C2)(C3)NC(COC3=CC(=C(C=C3)Cl)Cl)=O)C=C1)F 2-(4-chloro-3-fluorophenoxy)-N-{3-[2-(3,4-dichlorophenoxy)acetylamino]-bicyclo[1.1.1]pentan-1-yl}acetamide